C12CC(CC2C1)OC1=C(C=C(C=C1F)NC(=O)C=1N=C(OC1CC)N1CC(C1)(C)OC)F N-(4-(cis-bicyclo[3.1.0]hex-3-yloxy)-3,5-difluorophenyl)-5-ethyl-2-(3-methoxy-3-methylazetidin-1-yl)oxazole-4-carboxamide